C(CCCCCCCCCCC)(=O)N[C@@H](CC1=CC=CC=C1)C(=O)O N-dodecanoyl-L-phenylalanine